COC(C1=C(C(=CC=C1C(F)(F)F)Br)F)=O 3-bromo-2-fluoro-6-trifluoromethylbenzoic acid methyl ester